ethyl (S)-2-((2-methylallyl)oxy)propanoate CC(CO[C@H](C(=O)OCC)C)=C